FC(C1=NN(C(=C1)C(F)F)CC(=O)N1CCC(CC1)C=1SC=C(N1)C1=NO[C@@H](C1)C1=C(C=CC=C1OCC#C)F)F 2-[3,5-Bis(difluoromethyl)-1H-pyrazol-1-yl]-1-[4-(4-{(5S)-5-[2-fluoro-6-(prop-2-yn-1-yloxy)phenyl]-4,5-dihydro-1,2-oxazol-3-yl}-1,3-thiazol-2-yl)piperidin-1-yl]ethanone